C(C)(C)(C)OC(=O)N1CCC2(CCCN(C2)C2=C(C(=CC=C2C=C(F)F)OC2=CC=CC=C2)C(F)(F)F)CC1.C(C)C(C)CCC 2-ethyl-pentane tert-butyl-2-(6-(2,2-difluorovinyl)-3-phenoxy-2-(trifluoromethyl)phenyl)-2,9-diazaspiro[5.5]undecane-9-carboxylate